C(C)(C)(C)C1=C(CO)C(=CC=C1)C(C)(C)C 2,6-bis(t-butyl)hydroxytoluene